N[C@]1(CN(CCC1)C=1C(=CC(=NC1)C1=C(C=C(C(=C1)F)OC)F)CN1C2=NC=NC(=C2N=C1)NC(CN(C)C)=O)[C@@H](C(F)F)O N-(9-((5-((R)-3-amino-3-((S)-2,2-difluoro-1-hydroxyethyl)piperidin-1-yl)-2-(2,5-difluoro-4-methoxyphenyl)pyridin-4-yl)methyl)-9H-purin-6-yl)-2-(dimethylamino)acetamide